NC1=C(C=C(C=N1)C=1C=C2N(N1)CCC21CN(C1)C(=O)OC(C)(C)C)O[C@@H](C)C1=NC=CC=C1 tert-butyl 2'-{6-amino-5-[(1S)-1-(pyridin-2-yl)ethoxy]pyridin-3-yl}-5',6'-dihydrospiro[azetidine-3,4'-pyrrolo[1,2-b]pyrazole]-1-carboxylate